C(N)(=N)NN=C(C=NNC(N)=N)C methyl-glyoxal-bis(guanylhydrazone)